tert-Butyl N-[(3R,5S)-1-[8-(difluoromethyl)quinolin-5-yl]-5-methylpiperidin-3-yl]carbamate FC(C=1C=CC(=C2C=CC=NC12)N1C[C@@H](C[C@@H](C1)C)NC(OC(C)(C)C)=O)F